6-{[(3S,4S)-4-fluoro-1-methylpyrrolidin-3-yl]amino}[1,3]thiazolo[4,5-c]pyridazin F[C@@H]1[C@H](CN(C1)C)NC=1SC2=C(N=NC=C2)N1